2-[4-[[(3R)-1-Ethyl-3-piperidyl]amino]-1-methyl-pyrrolo[2,3-d]pyridazin-7-yl]-5-(trifluoromethyl)phenol C(C)N1C[C@@H](CCC1)NC1=C2C(=C(N=N1)C1=C(C=C(C=C1)C(F)(F)F)O)N(C=C2)C